COCC1=CC=C(C=C1)C=1CCN(CC1)C(=O)OC(C)(C)C tert-Butyl 4-(4-(methoxymethyl)phenyl)-3,6-dihydropyridine-1(2H)-carboxylate